NC=1C=CN2C(NCCC21)=O 5-Amino-3,4-dihydropyrrolo[1,2-c]pyrimidin-1(2H)-one